CS(=O)(=O)C1=C(C=C(C=C1)CC1CC2(CNC2)C1)C(F)(F)F 6-[[4-methylsulfonyl-3-(trifluoromethyl)phenyl]methyl]-2-azaspiro[3.3]heptane